N-(3-carbamoylphenyl)-2-(4,4-difluoroazepan-1-yl)-1,6-naphthyridine C(N)(=O)C=1C=C(C=CC1)N1C(C=CC2=CN=CC=C12)N1CCC(CCC1)(F)F